Z-1-bromo-2,3,4,4-tetrafluorobut-1-ene Br\C=C(\C(C(F)F)F)/F